[SH3+].FC(F)(F)[N+]#N trifluoromethyl-diazonium sulfonium salt